2-(5-chloro-2-pyridyl)-N-(4-fluorophenyl)-4-hydroxy-3-methyl-6-oxo-2,3-dihydro-1H-pyridine-5-carboxamide ClC=1C=CC(=NC1)C1NC(C(=C(C1C)O)C(=O)NC1=CC=C(C=C1)F)=O